ClC1=CC=C(C=C1)C=1C=C(C(N(N1)C1=CC(=CC=C1)F)=O)C(=O)NC(CO)CO 6-(4-chlorophenyl)-N-(1,3-dihydroxypropan-2-yl)-2-(3-fluorophenyl)-3-oxo-2,3-dihydropyridazine-4-carboxamide